5-chloro-1-ethyl-3,3-dimethyl-2-oxoindoline-6-carboxylic acid methyl ester COC(=O)C1=C(C=C2C(C(N(C2=C1)CC)=O)(C)C)Cl